ClC=1C(=NC(=NC1)NC1=C(C=C(C(=O)NCC2=CC(=CC(=C2)F)F)C=C1)OC)C=1C=NN(C1)C(C)C 4-((5-chloro-4-(1-isopropyl-1H-pyrazol-4-yl)pyrimidin-2-yl)amino)-N-(3,5-difluorobenzyl)-3-methoxybenzamide